CN1N=C(C2=CC=CC(=C12)N1[C@H](CNCC1)C)C1C(NC(CC1)=O)=O 3-[1-methyl-7-[(2S)-2-methylpiperazin-1-yl]indazol-3-yl]piperidine-2,6-dione